FC1=CC=C(C2=NON=C21)S(=O)(=O)Cl 4-fluoro-7-chlorosulfonyl-2,1,3-benzooxadiazole